7-methyl-2-phenyl-3-(perfluoropropyl)-4H-pyrido[1,2-a]pyrimidine-4-one CC=1C=CC=2N(C(C(=C(N2)C2=CC=CC=C2)C(C(C(F)(F)F)(F)F)(F)F)=O)C1